O(CCCCC1(CC1)C(=O)O)CCCCC1(CC1)C(=O)O 1,1'-(oxybis(butane-4,1-diyl))bis(cyclopropane-1-carboxylic acid)